CC1N(C1)CCC(=O)OCC(COC(CCN1C(C1)C)=O)(CC(CCN1C(C1)C)=O)CC 2-ethyl-2-[[3-(2-methylaziridin-1-yl) propionyl]methyl]propane-1,3-diyl bis(2-methylaziridine-1-propionate)